ClC1=NC=CN=C1C#CC1=CC=CC=C1 2-chloro-3-(phenylethynyl)pyrazine